trans-4-bromo-N-(4-(2-propionylaminocyclopropyl)phenyl)-benzamide BrC1=CC=C(C(=O)NC2=CC=C(C=C2)[C@H]2[C@@H](C2)NC(CC)=O)C=C1